NC1=C(C2=C(C=C(C=C2C=C1)S(=O)(=O)O)OCCCS(=O)(=O)O)O 2-amino-1-hydroxy-8-(3-sulfo-propoxy)-naphthalene-6-sulfonic acid